2-[4-(4-chlorophenyl)-5-[2-(difluoromethyl)-4-pyridyl]imidazol-1-yl]-1-(2,7-diazaspiro[3.5]nonan-7-yl)ethanone ClC1=CC=C(C=C1)C=1N=CN(C1C1=CC(=NC=C1)C(F)F)CC(=O)N1CCC2(CNC2)CC1